CC=1C=C2C=NN(C2=CC1C1C[C@@H]2[C@@H](CN(C2)C2CCS(CC2)(=O)=O)C1)C=1C=NN(C1)C 4-((3aR,5r,6aS)-5-(5-methyl-1-(1-methyl-1H-pyrazol-4-yl)-1H-indazol-6-yl)hexahydrocyclopenta[c]pyrrol-2(1H)-yl)tetrahydro-2H-thiopyran 1,1-dioxide